5-fluoro-4-[4-methyl-5-oxo-3-(propan-2-yl)-4,5-dihydro-1H-1,2,4-triazol-1-yl]-2-{[(2S)-4-methylpent-2-yl]oxy}-N-(1,3-oxazol-2-yl)benzamide FC=1C(=CC(=C(C(=O)NC=2OC=CN2)C1)O[C@@H](C)CC(C)C)N1N=C(N(C1=O)C)C(C)C